(S)-4-methoxy-5-nitro-6-((oxetane-2-ylmethyl)amino)picolinic acid methyl ester COC(C1=NC(=C(C(=C1)OC)[N+](=O)[O-])NC[C@H]1OCC1)=O